7-bromo-3-hydroxy-1-benzofuran-2-carboxylic acid methyl ester COC(=O)C=1OC2=C(C1O)C=CC=C2Br